7-fluoro-3-(3-hydroxypropyl)-1H-isochromen-1-one FC1=CC=C2C=C(OC(C2=C1)=O)CCCO